N-isobutyrylguanosine C(C(C)C)(=O)NC=1NC(C=2N=CN([C@H]3[C@H](O)[C@H](O)[C@@H](CO)O3)C2N1)=O